C[C@H](CC=O)CCCC (S)-3-methyl-heptanal